7-cis-(3-amino-6,7-dihydro-5H-cyclopenta[b]pyridin-4-yl)-2-oxohexahydro[1,3]oxazolo[4,5-c]pyridine-3(2H)-carboxylic acid tert-butyl ester C(C)(C)(C)OC(=O)N1C(OC2C1(CNCC2)C2=C1C(=NC=C2N)CCC1)=O